C(C1=CC=CC=C1)OC=1C=C(N)C=CC1 3-Benzyloxylaniline